tert-Butyl 3-[3-fluoro-4-[3-(trifluoromethyl)azetidin-1-yl]phenyl]azetidine-1-carboxylate FC=1C=C(C=CC1N1CC(C1)C(F)(F)F)C1CN(C1)C(=O)OC(C)(C)C